dodecyl 3-((4-((2-(1H-imidazol-1-yl)ethyl)amino)-3-(2-hexyldecanamido)-4-oxobutyl)thio)propanoate N1(C=NC=C1)CCNC(C(CCSCCC(=O)OCCCCCCCCCCCC)NC(C(CCCCCCCC)CCCCCC)=O)=O